FC1=NC=CC(=C1F)OCC1[C@H]2CN(C[C@@H]12)C(=O)OC(C)(C)C tert-butyl (1R,5S,6r)-6-(((2,3-difluoropyridin-4-yl)oxy)methyl)-3-azabicyclo[3.1.0]hexane-3-carboxylate